CC1=CC(=C(C(=C1)O)C(=O)C2=C(C=CC=C2O)C(=O)O)O The molecule is a member of the class of benzophenones that is benzophenone in which one phenyl group is substituted at positions 2 and 6 by hydroxy groups and at position 4 by a methyl group while the other is substituted at positions 2 and 6 by hydroxy and carboxy groups, respectively. It is a secondary metabolite isolated from the fungal species Graphiopsis chlorocephala, Paecilomyces variotii and Pseudopalawania siamensis. It has a role as a fungal metabolite. It is a member of benzophenones, a member of benzoic acids, a monocarboxylic acid and a member of resorcinols.